C(C1=CC=CC=C1)(=O)C1=NC2=C3N=CC=CC3=CC=C2C=C1 2-benzoyl-1,10-phenanthroline